6-((2,6-dimethylpyrimidin-4-yl)amino)-1-(3-morpholinophenyl)-1,2-dihydro-3H-pyrazolo[4,3-c]pyridin-3-one CC1=NC(=CC(=N1)NC1=CC2=C(C=N1)C(NN2C2=CC(=CC=C2)N2CCOCC2)=O)C